1-(4-(2-(2,6-dimethylpyridin-4-yl)-3-isopropyl-1H-indol-5-yl)piperidin-1-yl)-2-(tetrahydro-2H-pyran-4-yl)ethan-1-one CC1=NC(=CC(=C1)C=1NC2=CC=C(C=C2C1C(C)C)C1CCN(CC1)C(CC1CCOCC1)=O)C